CC1=NOC(=C1C1=CC2=C(N(C(=N2)C2NC(OCC2)=O)[C@@H]2CC[C@H](CC2)OC([2H])([2H])[2H])C=C1)C 4-(5-(3,5-dimethylisoxazol-4-yl)-1-((trans)-4-(methoxy-d3)cyclohexyl)-1H-benzo[d]imidazol-2-yl)-1,3-oxazinane-2-one